1-[2-[4-(2-chlorophenyl)-2-oxo-chromen-7-yl]oxypropionyl]piperidine-3-sulfonamide ClC1=C(C=CC=C1)C1=CC(OC2=CC(=CC=C12)OC(C(=O)N1CC(CCC1)S(=O)(=O)N)C)=O